O1C(CCCC1)OCCCCCC#CCCCCCOC1OCCCC1 1,12-bis((tetrahydro-2H-pyran-2-yl)oxy)dodec-6-yne